N-[(1S)-1-[(1S)-7-cyanotetralin-1-yl]-2-[4-(3,5-dimethyl-1H-pyrazol-4-yl)anilino]-2-oxo-ethyl]-2-methyl-pyrazole-3-carboxamide C(#N)C1=CC=C2CCC[C@@H](C2=C1)[C@@H](C(=O)NC1=CC=C(C=C1)C=1C(=NNC1C)C)NC(=O)C=1N(N=CC1)C